FC1=NC(=CC(=C1)NC1=NNC=C1C(=O)N)OC 3-[(2-fluoro-6-methoxy-4-pyridyl)amino]pyrazole-4-carboxamide